Tert-butyl N-(5-cyano-1-{2-[1-(cyclopropylmethyl)-1H-pyrrolo[2,3-b]pyridin-2-yl]-7-methoxy-1-methyl-1H-1,3-benzodiazole-5-carbonyl}piperidin-3-yl)carbamate C(#N)C1CC(CN(C1)C(=O)C1=CC2=C(N(C(=N2)C2=CC=3C(=NC=CC3)N2CC2CC2)C)C(=C1)OC)NC(OC(C)(C)C)=O